4-ethylcyclohexane-1,3-dione C(C)C1C(CC(CC1)=O)=O